C(C)(C)(C)NC1=NC=C2N=C(N(C2=N1)C1CCN(CC1)C(=O)OC(C)(C)C)NC1=CC(=CC(=C1)F)F tert-Butyl 4-(2-(tert-butylamino)-8-((3,5-difluorophenyl)amino)-9H-purin-9-yl)piperidine-1-carboxylate